O=C1N(CCC1)C1=CC=C(C=C1)C1=CC=C(N=N1)NC1=CC2=C(OC[C@H]3N2C(CC3)=O)N=C1 (S)-2-((6-(4-(2-oxopyrrolidin-1-yl)phenyl)pyridazin-3-yl)amino)-6,6a,7,8-tetrahydro-9H-pyrido[2,3-b]pyrrolo[1,2-d][1,4]oxazin-9-one